C(#N)C1=NC(=CC(=C1O)C(CCC(=O)O)=O)C1=CC=CC=C1 4-(2-Cyano-3-hydroxy-6-phenyl-pyridin-4-yl)-4-oxo-butyric acid